2,5-dimethyl-2,5-hexaneDiol CC(C)(CCC(C)(O)C)O